N-(4-cyclopropyl-3-(5-fluoropyridin-2-yl)phenyl)-6-azabicyclo[3.1.1]heptane-6-carboxamide C1(CC1)C1=C(C=C(C=C1)NC(=O)N1C2CCCC1C2)C2=NC=C(C=C2)F